O1CCOC12CCC(CC2)N2N=C(C=C2)C=O 1-(1,4-dioxaspiro[4.5]decane-8-yl)-1H-pyrazole-3-carbaldehyde